C(C)(=O)O[C@H]1[C@@H]([C@@H](OC(C)=O)[C@@H](OC(C)=O)[C@H](O1)COC(C)=O)NC(CN=[N+]=[N-])=O 1,3,4,6-tetra-O-acetyl-2-[(azidoacetyl)amino]-2-deoxy-beta-D-galactopyranose